C(C(C)C)OC(=O)C1=CC=C(O)C=C1.[Na] Natrium Isobutylparaben